FC(C(C(C(C(C(C(C(F)(F)F)(F)F)(F)F)(F)F)(F)F)(F)F)(F)F)(S(=O)(=O)[O-])F Perfluorooctane-1-sulfonate